tert-butyl (2S,4S)-2-[4-[5-[(3,4-dichlorophenyl)methylamino]-7-oxo-6H-pyrazolo[4,3-d]pyrimidin-1-yl]piperidine-1-carbonyl]-4-hydroxy-pyrrolidine-1-carboxylate ClC=1C=C(C=CC1Cl)CNC=1NC(C2=C(N1)C=NN2C2CCN(CC2)C(=O)[C@H]2N(C[C@H](C2)O)C(=O)OC(C)(C)C)=O